C(#N)/C=C/C1=CC(=C(C(=C1)C)NC1=NC(=NC=C1)NC1=CC=C(C#N)C=C1)C 4-[[4-[[4-[(1E)-2-cyanovinyl]-2,6-dimethylphenyl]amino]-2-pyrimidinyl]amino]benzonitrile